CN(C(C=C)=O)CC(C)O N-Methyl-N-(2-hydroxy-2-methylethyl)acrylamide